C(C)(C)N1N=C(C=C1C1CCC(CC1)=O)C(F)(F)F 4-(1-isopropyl-3-(trifluoromethyl)-1H-pyrazol-5-yl)cyclohexanone